germanium-boron-silicon [Si].[B].[Ge]